CC1(CCC=2C(=NNC2C1)C=1NC2=CC(=CC=C2C1)C(=O)N1CCC(CC1)CN1[C@H](CN(CC1)C1=CC=C(C=N1)C1C(NC(CC1)=O)=O)C)C 3-(6-((S)-4-((1-(2-(6,6-dimethyl-4,5,6,7-tetrahydro-1H-indazol-3-yl)-1H-indole-6-carbonyl)piperidin-4-yl)methyl)-3-methylpiperazin-1-yl)pyridin-3-yl)piperidine-2,6-dione